C1(CCCCC1)C1=C(C=C(C=C1OC)\C=C\C1=CC=C(C=C1)Br)OC (E)-2-cyclohexyl-5-(4-bromostyryl)-1,3-Dimethoxybenzene